C(#N)C=1C=C(C=NC1)OC=1C=CC(=C2[C@@H](C([C@@H](C12)F)(F)F)O)S(=O)(C)=NC#N [[(1R,3S)-7-[(5-cyano-3-pyridyl)oxy]-1,2,2-trifluoro-3-hydroxy-indan-4-yl]-methyl-oxo-λ6-sulfanylidene]cyanamide